OC=1C=CC2=C(CN(S(O2)(=O)=O)CC=2C=C(C=CC2OC)C(CC(=O)OCC)C2=C(C3=C(N(N=N3)CCCCSC3=C(C=CC=C3)CO)C=C2)C)C1 ethyl 3-{3-[(6-hydroxy-2,2-dioxo-2H-1,2λ6,3-benzoxathiazin-3(4H)-yl)methyl]-4-methoxyphenyl}-3-[1-(4-{[2-(hydroxymethyl)phenyl]sulfanyl}butyl)-4-methyl-1H-benzotriazol-5-yl]propanoate